P(=O)([O-])([O-])[O-].[Fe+3].[Li] LITHIUM FERRIC PHOSPHATE